trans-7,10,13,16,19-docosapentaenoic acid C(CCCCC\C=C\CC=CCC=CCC=CCC=CCC)(=O)O